(9-(((1r,4r)-4-(bromomethyl)cyclohexyl)methyl)-3,9-diazaspiro[5.5]undecan-3-yl)(4-((5-chloro-4-(methylamino)pyrimidin-2-yl)amino)-3-methoxyphenyl)methanone BrCC1CCC(CC1)CN1CCC2(CCN(CC2)C(=O)C2=CC(=C(C=C2)NC2=NC=C(C(=N2)NC)Cl)OC)CC1